N1C=NC2=C1C=CC(=C2)C=2C=CC(=C(C(=O)OC)C2)N[C@H]([C@H](CC2=CNC1=CC=CC=C21)NC(=O)OC(C)(C)C)C#N |&1:20| Methyl 5-(1H-benzo[d]imidazol-5-yl)-2-(((1RS,2S)-2-((tert-butoxycarbonyl)amino)-1-cyano-3-(1H-indol-3-yl)propyl)amino)benzoate